COC(=O)C1(CCOCC1)N1C[C@@H](CC1)OC1=CC(=CC=C1)OC(F)(F)F 4-[(3R)-3-[3-(trifluoromethoxy)phenoxy]pyrrolidin-1-yl]tetrahydropyran-4-carboxylic acid methyl ester